N-[5-ethylsulfonyl-6-[5-(trifluoromethylsulfanyl)-1,3-benzooxazol-2-yl]-3-pyridyl]-N-methyl-acetamide C(C)S(=O)(=O)C=1C=C(C=NC1C=1OC2=C(N1)C=C(C=C2)SC(F)(F)F)N(C(C)=O)C